2-cyclopentyl-2-ethoxyacetic acid C1(CCCC1)C(C(=O)O)OCC